N5-(6-(5-(2-Fluoroethyl)-4,5,6,7-tetrahydropyrazolo[1,5-a]pyrazin-3-yl)isoquinolin-3-yl)-N2-methylpyridine-2,5-dicarboxamide azelat C(CCCCCCCC(=O)O)(=O)O.FCCN1CC=2N(CC1)N=CC2C=2C=C1C=C(N=CC1=CC2)NC(=O)C=2C=CC(=NC2)C(=O)NC